ClC1=C2C=C(NC2=C(C(=C1)C1=CCCN(C1)C(CCN1N=NC=C1)=O)F)C(=O)N1CCN(CC1)C1=NC=CC=C1OC 1-(5-(4-Chloro-7-fluoro-2-(4-(3-methoxypyridin-2-yl)piperazine-1-carbonyl)-1H-indol-6-yl)-3,6-dihydropyridin-1(2H)-yl)-3-(1H-1,2,3-triazol-1-yl)propan-1-one